N=1N=CN2N=CC=CC21 [1,2,4]triazolo[4,3-b]pyridazin